N-(5,6-difluoro-1H-indol-3-yl)-2-phenoxypyridine-4-carboxamide FC=1C=C2C(=CNC2=CC1F)NC(=O)C1=CC(=NC=C1)OC1=CC=CC=C1